(2S,4R)-(4-(4-bromo-1H-pyrazol-1-yl)-1-((5-methoxy-7-methyl-1H-indol-4-yl)methyl)piperidin-2-yl)benzoic acid BrC=1C=NN(C1)[C@H]1C[C@H](N(CC1)CC1=C2C=CNC2=C(C=C1OC)C)C1=C(C(=O)O)C=CC=C1